C[C@H](CCCS(=O)(=O)[O-])[C@H]1CC[C@@H]2[C@@]1(CC[C@H]3[C@H]2[C@@H](C[C@H]4[C@@]3(CC[C@H](C4)O)C)O)C The molecule is an organosulfonate oxoanion obtained by deprotonation of the sulfo group of 3alpha,7alpha-dihydroxy-5beta-cholane-24-sulfonic acid. It is a conjugate base of a 3alpha,7alpha-dihydroxy-5beta-cholane-24-sulfonic acid.